CC=1C=C(C=CC1C(F)(F)F)C1CCN(CC1)C(=O)C1CC2(C1)NC(CC2)=O (2r,4s)-2-(4-(3-methyl-4-(trifluoromethyl)phenyl)piperidine-1-carbonyl)-5-azaspiro[3.4]Octane-6-one